NCC(=O)[O-] Aminoacetat